FC(C=1C=C(C=CC1)C1C(O1)(C(=O)O)CC1=CC=CC=C1)(F)F.C1(CCCCC1)NC1CCCCC1 dicyclohexylamine 3-(3-trifluoromethylphenyl)-2-benzyloxirane-2-carboxylate